[Cl-].C1(=C(C(=C(C(=C1[2H])[2H])[2H])[2H])[2H])C1=C(C(=CC=C1)C1=C(C(=C(C(=C1[2H])[2H])[2H])[2H])[2H])[N+]1=CN(C2=C1C=CC=C2)C2=CC(=CC(=C2)C2=NC(=CC(=C2)C2=CC=CC=C2)C2=C(C=CC=C2)O)C(C)(C)C.C2(=C(C(=C(C(=C2[2H])[2H])[2H])[2H])[2H])C2=C(C(=CC=C2)C2=C(C(=C(C(=C2[2H])[2H])[2H])[2H])[2H])[N+]2=CN(C1=C2C=CC=C1)C1=CC(=CC(=C1)C1=NC(=CC(=C1)C1=CC=CC=C1)C1=C(C=CC=C1)O)C(C)(C)C bis(3-([1,1':3',1''-terphenyl]-2'-yl-2,2'',3,3'',4,4'',5,5'',6,6''-d10)-1-(3-(tert-butyl)-5-(6-(2-hydroxyphenyl)-4-phenylpyridin-2-yl)phenyl)-1H-benzo[d]imidazol-3-ium) monochloride